ethyl 1-[3-bromo-4-(difluoromethoxy)phenyl]-5-ethyl-3-methyl-pyrazole-4-carboxylate BrC=1C=C(C=CC1OC(F)F)N1N=C(C(=C1CC)C(=O)OCC)C